2-amino-6-(cyclopropylmethyl)pyrimidin-4-ol NC1=NC(=CC(=N1)O)CC1CC1